NC1=C(C=C(C=C1)C#N)NC(C[C@H](NC(=O)OC(C)(C)C)C(=O)OC(C)(C)C)=O tert-butyl N4-(2-amino-5-cyanophenyl)-N2-(tert-butoxycarbonyl)-L-asparaginate